C1(CC1)CN1CCN(CC1)C(=O)C1=CC=C(C=C1)C1=NOC(=C1)C1=NNC2=CC(=C(C=C12)F)OCCOC 3-(3-{4-[4-(Cyclopropylmethyl)piperazin-1-carbonyl]phenyl}-1,2-oxazol-5-yl)-5-fluoro-6-(2-methoxyethoxy)-1H-indazol